C(C1=CC=CC=C1)C(C(=O)C1=CC=C(C=C1)N1CCOCC1)(CC)N(C)C 2-benzyl-(dimethylamino)-1-(4-morpholinophenyl)-1-butanone